methyl N-[5-[6-[(4-cyano-3-methyl-phenyl)-methyl-carbamoyl]imidazo[1,2-a]pyrazin-3-yl]-2-pyridyl]carbamate C(#N)C1=C(C=C(C=C1)N(C(=O)C=1N=CC=2N(C1)C(=CN2)C=2C=CC(=NC2)NC(OC)=O)C)C